(2-((2S,5R)-2-(3-chloro-4-fluorophenyl)-4-isobutyryl-5-methylpiperazin-1-yl)-2-oxoacetamido)-2-methoxynicotinamide ClC=1C=C(C=CC1F)[C@@H]1N(C[C@H](N(C1)C(C(C)C)=O)C)C(C(=O)NC1=NC(=C(C(=O)N)C=C1)OC)=O